4-(4-((3-benzyl-4,5-dihydroisoxazol-5-yl)sulfonyl)-3,4-dihydro-2H-pyrido[4,3-b][1,4]oxazin-8-yl)-benzonitrile C(C1=CC=CC=C1)C1=NOC(C1)S(=O)(=O)N1C2=C(OCC1)C(=CN=C2)C2=CC=C(C#N)C=C2